C(=O)NC(C(=O)OC)=C1CCN(CC1)C(=O)OCC1=CC=CC=C1 benzyl 4-(1-formamido-2-methoxy-2-oxoethylidene)piperidine-1-carboxylate